C(C)N(C1=CC=C(C=C1)NC1=CC2=C(N(C(N2C)=O)C)C=C1)CCCCC 5-((4-(ethyl(pentyl)amino)phenyl)amino)-1,3-dimethyl-1,3-dihydro-2H-benzo[d]imidazol-2-one